FC1(CCC(CC1)NC=1N=CC2=C(N1)NC=C2C=2C=C1C(CNC(C1=CC2)=O)(C)C)F 6-(2-((4,4-difluorocyclohexyl)amino)-7H-pyrrolo[2,3-d]pyrimidin-5-yl)-4,4-dimethyl-3,4-dihydroisoquinolin-1(2H)-one